ClC1=CC(=C(COC2=NC=CC(=N2)C2CCCN2)C=C1)F 5-(2-((4-chloro-2-fluorobenzyl)oxy)pyrimidin-4-yl)-1,2,3,5-tetrahydropyrrole